8,8-dimethoxy-2,6-dimethyl-2-octanol COC(CC(CCCC(C)(O)C)C)OC